1-(((5S,7S)-7-methyl-2-oxo-3-(5-(trifluoromethyl)pyrimidin-2-yl)-1-oxa-3-azaspiro[4.5]decane-7-yl)methyl)-1H-benzo[d]imidazole-6-carbonitrile C[C@]1(C[C@]2(CN(C(O2)=O)C2=NC=C(C=N2)C(F)(F)F)CCC1)CN1C=NC2=C1C=C(C=C2)C#N